ethyl 8-bromo-6-chloroimidazo[1,2-b]pyridazine-3-carboxylate BrC=1C=2N(N=C(C1)Cl)C(=CN2)C(=O)OCC